BrCCCCC(=O)OCC(CCCCCC)CCCCCC 2-hexyloctyl 5-bromopentanoate